C(C)(C)(C)OC(=O)N1[C@H](CN([C@@H](C1)C)C(C(=O)N)C1=CC=C(C=C1)F)C (2S,5R)-4-(2-amino-1-(4-fluorophenyl)-2-oxoethyl)-2,5-dimethylpiperazine-1-carboxylic acid tert-butyl ester